2-(allylthio)propionic acid C(C=C)SC(C(=O)O)C